NCCOCCOCCC(=O)NC1=C(C(=O)NC2=NC(=NS2)C2CC2)C=CC=C1 2-(3-(2-(2-Aminoethoxy)ethoxy)propionylamino)-N-(3-cyclopropyl-1,2,4-thiadiazol-5-yl)benzamide